6-chloro-4-methoxy-1-methyl-3-(trifluoromethyl)-1H-pyrazolo[3,4-d]pyrimidine ClC1=NC(=C2C(=N1)N(N=C2C(F)(F)F)C)OC